N-methyl-3H-imidazo[4,5-b]pyridine-2-amine CNC1=NC=2C(=NC=CC2)N1